N1C(=NC2=C1C=CC=C2)C2=CC=C(C=C2)NC(C2=CC(=CC=C2)OCC2=CC=CC=C2)=O N-[4-(1H-1,3-benzodiazol-2-yl)phenyl]-3-(benzyloxy)benzamide